7-fluoro-N-(piperidin-4-yl)-1H-indazole-3-carboxamide FC=1C=CC=C2C(=NNC12)C(=O)NC1CCNCC1